[2-(4,4-difluoroazepan-1-yl)-7-fluoro-3-quinolinyl]boronic acid FC1(CCN(CCC1)C1=NC2=CC(=CC=C2C=C1B(O)O)F)F